N1C(=NC2=C1C=CC=C2)C2=CC=CC(=N2)N2CC1C(C2)CN(C1)C(=O)C1=CC=CC(=N1)NC(C)=O N-(6-(5-(6-(1H-benzo[d]imidazol-2-yl)pyridinyl)octahydropyrrolo[3,4-c]pyrrole-2-carbonyl)pyridine-2-yl)acetamide